[Ba].N1C2(CCC1)C=NC1=CC=CC=C12 spiro[3H-indole-3,2'-pyrrolidin] Barium